trimethyl(3,5-dimethyl-1-hexyne-3-oxy)Silane tri(4-nonylphenyl)phosphite C(CCCCCCCC)C1=CC=C(C=C1)OP(OC1=CC=C(C=C1)CCCCCCCCC)OC1=CC=C(C=C1)CCCCCCCCC.C[Si](OC(C#C)(CC(C)C)C)(C)C